lead-antimony-iron sulphide [Fe]=S.[Sb].[Pb]